FC=1C(=C2C(=NC1C)NN=C2)C=2C(=NN1C2CC[C@@](C1)(COC)F)C1=NC=C(C=C1)F (R)-5-Fluoro-4-[6-fluoro-2-(5-fluoro-2-pyridyl)-6-(methoxymethyl)-5,7-dihydro-4H-pyrazolo[1,5-a]pyridin-3-yl]-6-methyl-1H-pyrazolo[3,4-b]pyridine